TETRACHLOROBIPHENYL C1=CC=C(C=C1)C2=CC(=C(C(=C2Cl)Cl)Cl)Cl